FC(CCCOC1=NSN=C1C=1CN(CCC1)C)(C(C(F)(F)F)(F)F)F 3-((4,4,5,5,6,6,6-heptafluorohexyl)oxy)-4-(1-methyl-1,2,5,6-tetrahydropyridin-3-yl)-1,2,5-thiadiazole